beta-Ionon CC1=C(C(CCC1)(C)C)/C=C/C(=O)C